C(C)(SCCOCCO[Si](C1=CC=CC=C1)(C1=CC=CC=C1)C(C)(C)C)=O S-(2-(2-((tert-butyldiphenylsilyl)oxy)ethoxy)ethyl) ethanethioate